O(C1=CC=CC=C1)C1=CC=C(C=C1)C1=NN(C2=NC=NC(=C21)N)[C@H]2CN(CCC2)S(=O)(=O)C2=C(C(=C(C(=C2OCC(F)(F)F)F)F)F)F (R)-3-(4-phenoxyphenyl)-1-(1-((2,3,4,5-tetrafluoro-6-(2,2,2-trifluoroethoxy)phenyl)sulfonyl)piperidin-3-yl)-1H-pyrazolo[3,4-d]pyrimidin-4-amine